N-(cyclopropylmethyl)-3-(2-propionamido-1H-benzo[d]imidazol-6-yl)benzamide C1(CC1)CNC(C1=CC(=CC=C1)C=1C=CC2=C(NC(=N2)NC(CC)=O)C1)=O